C(#N)CC1CCC(CC1)N1C(=NC=2C1=C1C(=NC2)NC=C1)CC(=O)NCC(CO)O 2-(1-((1r,4r)-4-(cyanomethyl)cyclohexyl)-1,6-dihydroimidazo[4,5-d]pyrrolo[2,3-b]pyridin-2-yl)-N-(2,3-dihydroxypropyl)acetamide